1-(6-bromohexyloxy)-4-methoxybenzene BrCCCCCCOC1=CC=C(C=C1)OC